O=C(CCCCC1=NNC(C2=C1N=CC=C2)=O)N2C1CN(CC2CC1)C1=NC=C(C=N1)C(F)(F)F 8-(5-oxo-5-(3-(5-(trifluoromethyl)pyrimidin-2-yl)-3,8-diazabicyclo[3.2.1]octan-8-yl)pentyl)pyrido[2,3-d]pyridazin-5(6H)-one